OC=1C(=CC2=CC=CC=C2C1)O 3-hydroxynaphthalen-2-ol